[Fe].C12=CC=C(N1)C=C1C=CC(=N1)C=C1C=CC(N1)=CC=1C=CC(N1)=C2 porphyrin iron